FC(C1(CC1)C#CC1=C2CCCN(C2=CC=C1)C1=NC=2N(C3=C(C=CC=C13)F)C(=NN2)C)F (5-((1-(difluoromethyl)cyclopropyl)ethynyl)-3,4-dihydroquinolin-1(2H)-yl)-9-fluoro-1-methyl-[1,2,4]triazolo[4,3-a]quinazoline